(E)-5-phenyl-3-((3-((E)-2-(pyridin-4-yl)vinyl)-1H-indazol-6-yl)Methylene)-1H-pyrrole-2(3H)-one trifluoroacetate FC(C(=O)O)(F)F.C1(=CC=CC=C1)C1=C\C(\C(N1)=O)=C/C1=CC=C2C(=NNC2=C1)\C=C\C1=CC=NC=C1